tert-butyl 3-((3-(trifluoromethyl) phenyl)ethynyl)piperidine-1-carboxylate FC(C=1C=C(C=CC1)C#CC1CN(CCC1)C(=O)OC(C)(C)C)(F)F